(1R,2R)-2-methoxycyclobutan-1-amine CO[C@H]1[C@@H](CC1)N